C(C)(C)(C)P(N1C=CC2=CC=CC=C12)Cl 1-(tert-butyl-chlorophosphino)-1H-indole